1-(4-amino-5-fluoro-2-hydroxy-3-nitrophenyl)-3-(4-bromophenyl)prop-2-en-1-one NC1=C(C(=C(C=C1F)C(C=CC1=CC=C(C=C1)Br)=O)O)[N+](=O)[O-]